iron (1+) hexafluorophosphate F[P-](F)(F)(F)(F)F.[Fe+]